O1CCN(CC1)C=1C2=C(N=CN1)NC(=C2)C2=CC=C(C=C2)N2C(NC1(C2=O)CNCCC1)=O 3-(4-(4-morpholino-7H-pyrrolo[2,3-d]pyrimidin-6-yl)phenyl)-1,3,7-triazaspiro[4.5]decane-2,4-dione